FC1=C(C=C(C=C1)NC1=CC=C(C=C1)C1=CC=C(NC2=CC(=C(C=C2)F)C)C=C1)C N,N'-Bis(4-fluoro-3-methylphenyl)benzidine